5-Chloro-N-(2-fluoro-5-(5-(oxazol-5-yl)-1,3,4-oxadiazol-2-yl)phenyl)-2-methoxynicotinamide ClC=1C=NC(=C(C(=O)NC2=C(C=CC(=C2)C=2OC(=NN2)C2=CN=CO2)F)C1)OC